4-chloro-[1,1'-biphenyl]-2-carbonitrile ClC=1C=C(C(=CC1)C1=CC=CC=C1)C#N